(1R,2S)-5'-methoxy-2-{3-[2-methoxy-5-(1,3-oxazol-5-yl)anilino]-1H-indazol-6-yl}spiro[cyclopropane-1,3'-indol]-2'(1'H)-one COC=1C=C2[C@]3(C(NC2=CC1)=O)[C@@H](C3)C3=CC=C1C(=NNC1=C3)NC3=C(C=CC(=C3)C3=CN=CO3)OC